FC1=C(C=C(C(=C1)N1CCNCC1)F)C=1C=C2C(=NC1)NC=C2C(C2=C(C(=CC=C2F)NS(N(C)CC)(=O)=O)F)=O 5-(2,5-difluoro-4-piperazin-1-yl-phenyl)-3-[3-[[ethyl(methyl)sulfamoyl]amino]-2,6-difluoro-benzoyl]-1H-pyrrolo[2,3-b]pyridine